CC1=C2C(=[N+](C(=C1)NC1=NC=NC(=C1)N[C@@H]1CNCC1)[O-])C1(NC2=O)CCCCC1 (S)-4'-methyl-5'-oxo-2'-((6-(pyrrolidin-3-ylamino)pyrimidin-4-yl)amino)-5',6'-dihydrospiro[cyclohexane-1,7'-pyrrolo[3,4-b]pyridine] 1'-oxide